tert-butyl 4-[1-methyl-1-(4-piperidyl) ethyl]piperazine-1-carboxylate CC(C)(C1CCNCC1)N1CCN(CC1)C(=O)OC(C)(C)C